BrC=1C(N(C=C2C(=NN(C(C21)=O)C)NC(C)C2=C(C(=CC=C2)C(F)(F)F)C)C2CC2)=O 8-bromo-6-cyclopropyl-2-methyl-4-((1-(2-methyl-3-(trifluoromethyl)phenyl)ethyl)amino)-2,6-dihydropyrido[3,4-d]pyridazine-1,7-dione